(S)-9-(4-((1-(3-fluoropropyl) pyrrolidin-3-yl) oxy) phenyl)-8-phenyl-6,7-dihydro-5H-benzo[7]annulen-3-yl trifluoromethanesulfonate FC(S(=O)(=O)OC1=CC2=C(C(=C(CCC2)C2=CC=CC=C2)C2=CC=C(C=C2)O[C@@H]2CN(CC2)CCCF)C=C1)(F)F